O=C1C(C(=O)N2CCCCC2)C=CC=C1 2-oxo-benzoyl-piperidine